(2-fluoroethyl) (3-fluoro-n-propyl) ether FCCCOCCF